COC1=C(CN2[C@@H](CC3(OCCC4=C3SC(=C4CO)C(F)(F)F)CC2)C#C)C=CC(=C1)OC ((2S)-1-(2,4-dimethoxybenzyl)-2-ethynyl-2'-(trifluoromethyl)-4',5'-dihydrospiro[piperidine-4,7'-thieno[2,3-c]pyran]-3'-yl)methanol